benzyl (R)-4-oxo-2-(phenylethynyl)chromane-2-carboxylate O=C1C[C@](OC2=CC=CC=C12)(C(=O)OCC1=CC=CC=C1)C#CC1=CC=CC=C1